C(C)(=O)N1C(CN(CC1)C(=O)OC(C)(C)C)C(=O)O 1-acetyl-4-(tert-butoxycarbonyl)piperazine-2-carboxylic acid